OC1=C(C=C(C=C1C)C1(C(N(C2=CC=CC=C12)C1=CC=CC=C1)=O)C1=CC(=C(C(=C1)C)O)C1=CC=CC=C1)C1=CC=CC=C1 3,3-bis(4-hydroxy-5-methyl-3-phenylphenyl)-1-phenyl-1H-indol-2-one